3-(3-(1-(4-methyl-4H-1,2,4-triazol-3-yl)propan-2-yl)phenyl)-1H-pyrazolo[4,3-b]pyridine CN1C(=NN=C1)CC(C)C=1C=C(C=CC1)C1=NNC=2C1=NC=CC2